2-(benzofuran-2-carbonyl)-3-(3-fluorophenyl)-3-hydroxypropionitrile O1C(=CC2=C1C=CC=C2)C(=O)C(C#N)C(O)C2=CC(=CC=C2)F